C(COCCOCCOCCOCCOCCOCCN)N 3,6,9,12,15,18-hexaoxaeicosane-1,20-diamine